C(C)OCC=1N(C2=C(C(=NC=3C=CC=CC23)N)N1)CC(C)C 2-(ethoxymethyl)-1-(2-methylpropyl)-1H-imidazo[4,5-c]quinolin-4-amine